C(C)(C)NC=1N=C(C2=C(N1)C=CS2)NCC2=CC(=CC=C2)OC N2-isopropyl-N4-(3-methoxybenzyl)thieno[3,2-d]pyrimidine-2,4-diamine